ClC1=NN(C2=CC=C(C=C12)COC1=CC=C2C=C(COC2=C1)CN1CC(C1)C(=O)OC)C(C)C methyl 1-[7-(3-chloro-1-isopropyl-1H-indazol-5-ylmethoxy)-2H-chromen-3-ylmethyl]-azetidine-3-carboxylate